2-((butylsulfanyl)methyl)-3,3-dimethyl-2-phenyloxirane C(CCC)SCC1(OC1(C)C)C1=CC=CC=C1